FC1=CC=C(C=C1)N1N=CC2=CC(=CC=C12)N1[C@@H]([C@@H](C(C1=O)(C)C)C=1SC(=C(N1)C)C(=O)N)C1=CC=CC=C1 ((2S,3R)-1-(1-(4-fluorophenyl)-1H-indazol-5-yl)-4,4-dimethyl-5-oxo-2-phenylpyrrolidin-3-yl)-4-methylthiazole-5-carboxamide